methyl 3-(5-ethylisoxazol-4-yl)-5-fluorobenzoate C(C)C1=C(C=NO1)C=1C=C(C(=O)OC)C=C(C1)F